COCC1=NN2C(=NC(=C(C2=O)C=2C=NN(C2)CCC(F)(F)F)C(F)(F)F)S1 2-(methoxymethyl)-7-(trifluoromethyl)-6-[1-(3,3,3-trifluoropropyl)-1H-pyrazol-4-yl]-5H-[1,3,4]Thiadiazolo[3,2-a]Pyrimidin-5-one